C(C1=CC=CC=C1)N1CC2(CC1)CCC(CC2)N[C@H](CCCCN)C(=O)N2[C@@H](CN(CC2)C(=O)OC2=C(C=CC=C2)Cl)C(NCC=2SC=CC2)=O 2-chlorophenyl (3S)-4-[N2-(2-benzyl-2-azaspiro[4.5]dec-8-yl)-D-lysyl]-3-[(thiophen-2-ylmethyl)carbamoyl]piperazine-1-carboxylate